BrC1=CC=C(S1)CNC1=CC(=C(C=C1)NC(C1=C(C=CC(=C1)Cl)O)=O)Cl N-(4-(((5-Bromothiophen-2-yl)methyl)amino)-2-chlorophenyl)-5-chloro-2-hydroxybenzamide